ClC1=C2C(C(NC2=CC=C1F)=O)=O 4-chloro-5-fluoro-2,3-dihydro-1H-indole-2,3-dione